N-(cyclopropylmethyl)-1H-triazole C1(CC1)CN1N=NC=C1